N-(4-(2,5-difluoro-4-(2-(2-oxoindolin-3-yl)acetamido)phenoxy)pyridin-2-yl)cyclopropanecarboxamide FC1=C(OC2=CC(=NC=C2)NC(=O)C2CC2)C=C(C(=C1)NC(CC1C(NC2=CC=CC=C12)=O)=O)F